8-((5-(4-hydroxypiperidin-1-yl)pyridin-2-yl)amino)-5-(1-methyl-1H-pyrrolo[2,3-b]pyridin-4-yl)-2,6-naphthyridin-1(2H)-one OC1CCN(CC1)C=1C=CC(=NC1)NC=1C=NC(=C2C=CNC(C12)=O)C1=C2C(=NC=C1)N(C=C2)C